(1r,4S)-4-((tert-butyldimethylsilyl)oxy)-N-((S)-1-(4-((4-cyclopropyl-1,5-naphthyridin-3-yl)amino)phenyl)-2,2,2-trifluoroethyl)-N-methylcyclohexane-1-carboxamide [Si](C)(C)(C(C)(C)C)OC1CCC(CC1)C(=O)N(C)[C@@H](C(F)(F)F)C1=CC=C(C=C1)NC=1C=NC2=CC=CN=C2C1C1CC1